FC(C1=CC=C(C=C1)CO)F [4-(difluoro-methyl)-phenyl]-methanol